OCC=1C=C(C=CC1)NC(C1=C(C=CC=C1)Br)=O N-(3-(hydroxymethyl)phenyl)-2-bromobenzamide